sodium germanium (oxy)sulfide O=S.[Ge].[Na]